(R)-2-[(R)-1-methylbutylamino]-1-(p-hydroxyphenyl)-1-ethanol C[C@H](CCC)NC[C@H](O)C1=CC=C(C=C1)O